trans-rac-1-(6-chloro-4-isopropyl-2,7-naphthyridin-1-yl)-N,N,2-trimethylazetidine-3-carboxamide ClC=1C=C2C(=CN=C(C2=CN1)N1[C@H]([C@@H](C1)C(=O)N(C)C)C)C(C)C |r|